FC1=C2C=C(NC2=CC=C1OC1=NC=NC2=CC(=C(C=C12)OC)OCCCN1CCCC1)C 4-[(4-fluoro-2-methyl-1H-indol-5-yl)oxy]-6-methoxy-7-(3-pyrrolidin-1-ylpropoxy)quinazoline